COC=1C=C2C(=NC(=NC2=CC1OCCCN1CCCC1)N1CCNCC1)NC1CCS(CC1)(=O)=O 4-((6-methoxy-2-(piperazin-1-yl)-7-(3-(pyrrolidin-1-yl)propoxy)quinazolin-4-yl)amino)tetrahydro-2H-thiopyran 1,1-dioxide